(2R)-4-Methyl-2-[[3-methyl-3-(trifluoromethoxy)cyclobutyl]amino]pentan-1-ol CC(C[C@H](CO)NC1CC(C1)(OC(F)(F)F)C)C